ClC1=NC=C(C=C1)F 2-chloro-5-fluoropyridine